tert-butyl 4-hydroxy-5-methylazepane-1-carboxylate OC1CCN(CCC1C)C(=O)OC(C)(C)C